4,6-dioxa-5-thiaspiro[2.4]heptane 5,5-dioxide C1CC12OS(OC2)(=O)=O